CC1(COP(OC1)(Cl)=O)C 5,5-dimethyl-2-oxo-2-chloro-1,3,2-dioxaphosphinane